Methyl 2-(methylamino)propanoate hydrogen chloride salt Cl.CNC(C(=O)OC)C